C(C)(CC)C=1C(=NC=C(C1N)I)Cl (sec-butyl)-2-chloro-5-iodopyridin-4-amine